CN1CCN(CC1)C1=NC=C(C=N1)NC1=NC2=C(C=CC=C2C=N1)C=1C=C(C=CC1)NC(C=C)=O N-(3-(2-((2-(4-methylpiperazin-1-yl)pyrimidin-5-yl)amino)quinazolin-8-yl)phenyl)acrylamide